2,2'-bi[2-oxazoline] O1C(=NCC1)C=1OCCN1